methyl-4-[(1-methylcyclopropyl)amino]-N-{[5-(propan-2-yl)-1,3-oxazol-2-yl]methyl}furo[2,3-d]pyrimidine-5-carboxamide CC=1N=C(C2=C(N1)OC=C2C(=O)NCC=2OC(=CN2)C(C)C)NC2(CC2)C